[N+](=O)([O-])C1=C(C=CC=C1)N1C(C(=CC=C1)N)C(F)(F)F 1-(2-nitrophenyl)-2-(trifluoromethyl)pyridin-3-amine